2-[(2R)-2-amino-3-(trifluoromethoxy)propyl]-3-bromo-5-chloro-N-(thiazol-2-ylmethyl)thieno[3,2-b]pyridin-7-amine, formic acid salt C(=O)O.N[C@H](CC1=C(C2=NC(=CC(=C2S1)NCC=1SC=CN1)Cl)Br)COC(F)(F)F